N-(4-(tert-butyl)phenoxy)acetamide C(C)(C)(C)C1=CC=C(ONC(C)=O)C=C1